CCSCC[SH-]P(OCC)(OCC)=S O,O-diethyl S-2-ethylthioethylphosphorodithioate